1,3,4-Tri-O-acetyl-1-deuterio-2,5-di-O-methyl-L-arabinitol C(C)(=O)OC([C@H](OC)[C@@H](OC(C)=O)[C@@H](OC(C)=O)COC)[2H]